2-(bis{[(2-methyl-2-propanyl)oxy]carbonyl}amino)-7H-pyrrolo[2,3-d]pyrimidine-7-carboxylic acid 2-methyl-2-propyl ester CC(C)(C)OC(=O)N1C=CC2=C1N=C(N=C2)N(C(=O)OC(C)(C)C)C(=O)OC(C)(C)C